CN(/C=C/C(=O)C1=CN=C2N1C=CC=C2)C (E)-3-(dimethylamino)-1-(imidazo[1,2-a]pyridin-3-yl)prop-2-en-1-one